NC=1N=C(SC1C(C1=CC=C(C=C1)OC)=O)N(C1=CC(=C(C=C1)Cl)F)C(C(=O)N)C (N-[4-amino-5-(4-methoxybenzoyl)thiazol-2-yl]-4-chloro-3-fluoro-anilino)propanamide